NC1=NN(C=C1C#N)CC1=CC(=CC=C1)C 3-Amino-1-[(3-methylphenyl)methyl]-1H-pyrazole-4-carbonitrile